S(O)(O)(=O)=O.S1C=CCC1 thiolin-sulfuric acid